4-methoxy-4-methyl-1-(3-methylpyrrolidin-3-yl)piperidine COC1(CCN(CC1)C1(CNCC1)C)C